C(C)OC(=O)C=1OC2=C(C1)C=CC=C2 1-benzofuran-2-carboxylic acid ethyl ester